7-(8-fluoro-7-(3-hydroxynaphthalen-1-yl)-2-(((S)-1-methylpyrrolidin-2-yl)methoxy)quinazolin-4-yl)-N-((R)-1-methylpyrrolidin-3-yl)-3-oxa-7,9-diazabicyclo[3.3.1]nonane-9-carboxamide FC=1C(=CC=C2C(=NC(=NC12)OC[C@H]1N(CCC1)C)N1CC2COCC(C1)N2C(=O)N[C@H]2CN(CC2)C)C2=CC(=CC1=CC=CC=C21)O